2-amino-3-bromo-5-methoxy-N-methyl-benzamide NC1=C(C(=O)NC)C=C(C=C1Br)OC